C[C@@H](CC)NC(O[C@H]1C[C@H](CC1)C1=CC(=NN1)NC(=O)C1=CC(=NN1C)COC)=O (1R,3S)-3-[3-({[3-(methoxymethyl)-1-methyl-1H-pyrazol-5-yl]carbonyl}-amino)-1H-pyrazol-5-yl]cyclopentyl (2S)-butan-2-ylcarbamate